IN1N=C(C=C1C)C N-iodo-3,5-dimethylpyrazole